CN1C(N(C2=NC(=NC=C12)NC=1C=NC(=CC1C)S(=O)(=O)C)C1CCOCC1)=O 7-methyl-2-((4-methyl-6-(methylsulfonyl)pyridin-3-yl)amino)-9-(tetrahydro-2H-pyran-4-yl)-7,9-dihydro-8H-purin-8-one